2-cyclopropyl-5-((4-(4-(trifluoromethyl)piperidin-1-yl)phenyl)amino)isoindolin-1-one C1(CC1)N1C(C2=CC=C(C=C2C1)NC1=CC=C(C=C1)N1CCC(CC1)C(F)(F)F)=O